CNC1=NN2C(C=CC=C2)=N1 2-(methylamino)-[1,2,4]triazolo[1,5-a]pyridine